(6S)-1-benzyl-6-(2-hydroxyethyl)piperazine-2,5-dione C(C1=CC=CC=C1)N1C(CNC([C@@H]1CCO)=O)=O